4-(4-t-butylbenzoyl)phenylthiobis(4-fluorophenyl)sulfonium C(C)(C)(C)C1=CC=C(C(=O)C2=CC=C(C=C2)S[S+](C2=CC=C(C=C2)F)C2=CC=C(C=C2)F)C=C1